7-Bromo-1-methyl-2,3-dihydro-1H-inden-1-ol BrC=1C=CC=C2CCC(C12)(O)C